BrC=1C(=C(NC1)C(C)=O)OC 1-(4-bromo-3-methoxy-1H-pyrrol-2-yl)ethanone